C(C1=CC=CC=C1)N1C[C@@]2(N(CC[C@@]2(C1)CCCB1OC(C(O1)(C)C)(C)C)C(=O)OCC1=CC=CC=C1)C(=O)OC 1-benzyl 6a-methyl (3aR,6aR)-5-benzyl-3a-(3-(4,4,5,5-tetramethyl-1,3,2-dioxaborolan-2-yl)propyl)hexahydropyrrolo[3,4-b]pyrrole-1,6a-dicarboxylate